ClC1=C(OC2=CC(=C(C=C2C2=CN(C=3C(NC=CC32)=O)C)N3C(C(CC3=O)C)=O)C)C=CC(=C1)O 1-(4-(2-chloro-4-hydroxyphenoxy)-2-methyl-5-(1-methyl-7-oxo-6,7-dihydro-1H-pyrrolo[2,3-c]pyridin-3-yl)phenyl)-3-methylpyrrolidine-2,5-dione